5-(3,4-dichlorophenyl)-3-methyl-1-[2-oxo-2-[4-(2-oxo-4,5-dihydro-1H-1,3-benzodiazepin-3-yl)-1-piperidyl]ethyl]pyrimidine-2,4-dione ClC=1C=C(C=CC1Cl)C=1C(N(C(N(C1)CC(N1CCC(CC1)N1C(NC2=C(CC1)C=CC=C2)=O)=O)=O)C)=O